C1(=CC=C(C=C1)OCC1=CC=C(C=N1)C=1OC(=NN1)C(F)F)C1=CC=CC=C1 2-(6-(([1,1'-biphenyl]-4-yloxy)methyl)pyridin-3-yl)-5-(difluoromethyl)-1,3,4-oxadiazol